2-methyl-1,5,6,7-tetrahydro-s-indacen-1-ol CC=1C(C2=CC=3CCCC3C=C2C1)O